C(C1=CC=CC=C1)OC(=O)N[C@@H](C)C(=O)O N-[(benzyloxy)carbonyl]-L-alanine